4-bromo-5-(3-chloro-1-phenyl-pyrazol-4-yl)-1-methyl-pyrazole BrC=1C=NN(C1C=1C(=NN(C1)C1=CC=CC=C1)Cl)C